2,6-dimethyl-3-ethyl-4-isopropoxyphenol CC1=C(C(=CC(=C1CC)OC(C)C)C)O